2-{[(tert-butoxy)carbonyl](1-{[(tert-butoxy)carbonyl]amino}-2-methylpropan-2-yl)amino}acetic acid C(C)(C)(C)OC(=O)N(CC(=O)O)C(CNC(=O)OC(C)(C)C)(C)C